NC1CCC(CC1)C(=O)N1CCC(CC1)C1=CC2=C(N(C(N2C)=O)C2C(NC(CC2)=O)=O)C=C1 3-[5-[1-(4-aminocyclohexanecarbonyl)-4-piperidyl]-3-methyl-2-oxo-benzimidazol-1-yl]piperidine-2,6-dione